tert-butyl-4-(5-bromopyridin-2-yl)thiomorpholine-1-oxide C(C)(C)(C)C1N(CCS(C1)=O)C1=NC=C(C=C1)Br